3-(2-(5-chloro-2,2-dimethyl-2,3-dihydrobenzofuran-7-yl)-1,2,3,4-tetrahydroisoquinolin-6-yl)propionic acid ClC=1C=C(C2=C(CC(O2)(C)C)C1)N1CC2=CC=C(C=C2CC1)CCC(=O)O